8-(azetidin-1-yl)-6-(2,6-dichloro-3,5-dimethoxyphenyl)-2-(methylthio)pyrido[3,4-d]pyrimidine N1(CCC1)C1=NC(=CC2=C1N=C(N=C2)SC)C2=C(C(=CC(=C2Cl)OC)OC)Cl